4-(((R)-1-(2-((S)-1-(2,2-difluorobenzo[d][1,3]dioxol-5-yl)ethoxy)pyridine-4-yl)-3-(trifluoromethyl)-4,5,6,7-tetrahydro-1H-indazol-7-yl)oxy)benzoic acid FC1(OC2=C(O1)C=CC(=C2)[C@H](C)OC2=NC=CC(=C2)N2N=C(C=1CCC[C@H](C21)OC2=CC=C(C(=O)O)C=C2)C(F)(F)F)F